C(C)OC(C(=O)N[C@H]1C2=C(C3=C(N(C1=O)CCO)C=CC=C3)C=CC=C2)C(=O)NCC(C(F)(F)F)(F)F 2-ethoxy-N-[(S)-5-(2-hydroxy-ethyl)-6-oxo-6,7-dihydro-5H-dibenzo[b,d]azepin-7-yl]-N'-(2,2,3,3,3-pentafluoro-propyl)malonamide